N-{[2-fluoro-3-methoxy-6-(4-methyl-1,2,3-triazol-1-yl)phenyl]methyl}-3-(methoxymethyl)-1-[(2-methyl-1,3-dihydroisoindol-5-yl)methyl]pyrazole-4-carboxamide FC1=C(C(=CC=C1OC)N1N=NC(=C1)C)CNC(=O)C=1C(=NN(C1)CC=1C=C2CN(CC2=CC1)C)COC